Methyl (2S,4S)-1-((3S,4R)-1-(tert-butyl)-4-(4-chlorophenyl)pyrrolidine-3-carbonyl)-4-(N-((1s,4R)-4-methylcyclohexyl)isobutyramido)pyrrolidine-2-carboxylate C(C)(C)(C)N1C[C@H]([C@@H](C1)C1=CC=C(C=C1)Cl)C(=O)N1[C@@H](C[C@@H](C1)N(C(C(C)C)=O)C1CCC(CC1)C)C(=O)OC